C(=O)(O)C1(CC1)CCCCC=1C=C(C=CC1)CCCC1(CC1)C(=O)O 1-(3-(3-(4-(1-carboxycyclopropyl)butyl)phenyl)propyl)cyclopropane-1-carboxylic acid